C(C)OC=1C=C(C=C(C1CC)OCC)[C@@H](C)N(C(OC(C)(C)C)=O)CCCCC1=CC=CC=C1 tert-butyl [(1R)-1-(3,5-diethoxy-4-ethylphenyl)ethyl](4-phenylbutyl)carbamate